N-({4-[2-(2-aminopyridin-3-yl)-5-cyclopropylimidazo[4,5-b]pyridin-3-yl]phenyl}methyl)-3-formyl-4-hydroxybenzamide NC1=NC=CC=C1C1=NC=2C(=NC(=CC2)C2CC2)N1C1=CC=C(C=C1)CNC(C1=CC(=C(C=C1)O)C=O)=O